(E)-3-(3-(thiophen-2-yl)propenoyl)thiazolidin-2-one S1C(=CC=C1)/C=C/C(=O)N1C(SCC1)=O